5-cyano-2-(2-cyanoisoindolin-4-yl)-4-methylbenzamide C(#N)C=1C(=CC(=C(C(=O)N)C1)C1=C2CN(CC2=CC=C1)C#N)C